2-phenoxy-9,10-di(n-butoxy)anthracene O(C1=CC=CC=C1)C1=CC2=C(C3=CC=CC=C3C(=C2C=C1)OCCCC)OCCCC